acryloyloxyhexamethylenemalonic acid C(C=C)(=O)OCCCCCC=C(C(=O)O)C(=O)O